14-mercapto-14-methyl-11-oxo-3,6,9-trioxa-12-azapentadecane SC(CNC(COCCOCCOCC)=O)(C)C